C(#N)C=1C(=NC(=CC1C(F)(F)F)C(F)(F)F)NCC(=O)N(C=1C=CC2=C(C(=CO2)C)C1)C 2-((3-cyano-4,6-bis(trifluoromethyl)pyridin-2-yl)amino)-N-methyl-N-(3-methylbenzofuran-5-yl)acetamide